2-(methylsulfonyl)-N-((3-methyltetrahydrofuran-3-yl)methyl)pyrido[3,4-d]pyrimidin-8-amine CS(=O)(=O)C=1N=CC2=C(N1)C(=NC=C2)NCC2(COCC2)C